ClC1=NC(=C(C(=O)OCC)C=C1)C(F)(F)F ethyl 6-chloro-2-(trifluoromethyl)nicotinate